BrC1(C(C1)C1=CC=CC=C1)Br (2,2-dibromocyclopropyl)benzene